ClC1=CC(=C2C=CNC2=C1Cl)OCCF 6,7-dichloro-4-(2-fluoroethoxy)-1H-indole